O[C@H](COC=1C=C(C=CC1)S(=O)(=O)NC)CNC1COC2(C1)CCN(CC2)S(=O)(=O)C2=CC1=C(OCCN1C)N=C2 3-((2S)-2-hydroxy-3-(8-(1-methyl-2,3-dihydro-1H-pyrido[2,3-b][1,4]oxazin-7-ylsulfonyl)-1-oxa-8-azaspiro[4.5]decan-3-ylamino)propoxy)-N-methylbenzenesulfonamide